[Na+].[Na+].C(CCCCCCCCCCCCCCC)C1=C(C(=C(C=C1)S(=O)(=O)[O-])OC1=CC=CC=C1)S(=O)(=O)[O-] hexadecyl-sulfophenoxy-benzenesulfonic acid disodium salt